monocarboxyl-zinc C(=O)(O)[Zn]